6-(2-(4-(trifluoromethyl)pyridin-2-yl)acetamido)pyridazin FC(C1=CC(=NC=C1)CC(=O)NC1=CC=CN=N1)(F)F